C1(CC1)C=1C=C(C(N(N1)C1COCCC1)=O)N=C=S 6-cyclopropyl-4-isothiocyanato-2-(tetrahydro-2H-pyran-3-yl)pyridazin-3(2H)-one